4-(3-(1,4-dimethyl-1H-pyrazol-5-yl)-7,8-dihydro-1,6-naphthyridin-6(5H)-yl)-6,7-difluoroquinazoline CN1N=CC(=C1C=1C=NC=2CCN(CC2C1)C1=NC=NC2=CC(=C(C=C12)F)F)C